N-(5-((4-chlorophenoxy)methyl)-1,3,4-thiadiazol-2-yl)-4-(5-(hydroxymethyl)-2-methoxyphenyl)-6-methylnicotinamide ClC1=CC=C(OCC2=NN=C(S2)NC(C2=CN=C(C=C2C2=C(C=CC(=C2)CO)OC)C)=O)C=C1